ClC=1C(=C(C=CC1)NC1=C(C#N)C=CC(=N1)C1CC1)F 2-((3-chloro-2-fluorophenyl)amino)-6-cyclopropyl-nicotinonitrile